O=C1N(CCC(N1)=O)N1C(C2=CC=C(C=C2C1=O)CN1CCN(CC1)C1=NC=CC(=C1F)I)=O 2-(2,4-dioxotetrahydropyrimidin-1(2H)-yl)-5-((4-(3-fluoro-4-iodopyridin-2-yl)piperazin-1-yl)methyl)isoindoline-1,3-dione